C(C)(C)(C)OC(=O)N1C(CNCC1)CC1=CC2=C(N(C(N2C)=O)C2C(NC(CC2)=O)=O)C=C1 ((1-(2,6-Dioxopiperidin-3-yl)-3-methyl-2-oxo-2,3-dihydro-1H-benzo[d]imidazol-5-yl)methyl)piperazine-1-carboxylic acid tert-butyl ester